1-amino-2-(1-(2-cyano-3-cyclopropyl-acryloyl)piperidin-2-yl)-4-(4-(pyridin-2-ylcarbamoyl)phenyl)-1H-imidazole-5-carboxamide NN1C(=NC(=C1C(=O)N)C1=CC=C(C=C1)C(NC1=NC=CC=C1)=O)C1N(CCCC1)C(C(=CC1CC1)C#N)=O